(RS)-1-(4-chlorophenoxy)-1-imidazol-1-yl-3,3-dimethylbutan-2-one ClC1=CC=C(O[C@H](C(C(C)(C)C)=O)N2C=NC=C2)C=C1 |r|